(3R,5R)-1-{1-[(1-benzoyl-3-methylazetidin-3-yl)methyl]-2-[1-(cyclopropylmethyl)-1H-pyrrolo[2,3-b]pyridin-2-yl]-7-methoxy-1H-1,3-benzodiazole-5-carbonyl}-5-fluoropiperidin-3-amine C(C1=CC=CC=C1)(=O)N1CC(C1)(C)CN1C(=NC2=C1C(=CC(=C2)C(=O)N2C[C@@H](C[C@H](C2)F)N)OC)C2=CC=1C(=NC=CC1)N2CC2CC2